4-morpholino-2-(3-phenylpyrazol-1-yl)-6-(3-pyridyl)furo[3,2-d]pyrimidine O1CCN(CC1)C=1C2=C(N=C(N1)N1N=C(C=C1)C1=CC=CC=C1)C=C(O2)C=2C=NC=CC2